C(C)(C)(C)OC(=O)N[C@@H](CNC1(CC2=CC3=C(NC(=N3)[C@H](C3CCCCC3)NC(OCC3=CC=CC=C3)=O)C=C2C1)C(NC)=O)CC benzyl ((1S)-(6-(((R)-2-((tert-butoxycarbonyl)amino)butyl)amino)-6-(methylcarbamoyl)-1,5,6,7-tetrahydroindeno[5,6-d]imidazol-2-yl)(cyclohexyl)methyl)carbamate